BrC=1C(=NC(=NC1)NC1=CC=C(C=C1)N1CCN(CC1)C)NC1=C(SC=C1)C(=O)O 3-{5-bromo-2-[4-(4-methylpiperazin-1-yl)-phenylamino]-pyrimidin-4-ylamino}-thiophene-2-carboxylic acid